ClC1=C(C(=O)NC2=C(C(=CC=C2)S)Cl)C=CC=C1F 2-chloro-N-(2-chloro-3-mercaptophenyl)-3-fluorobenzamide